O1C2(C=CC3=CC=C4C(=C13)C=CC=C4)C4CCC(C2)C4 spiro[norbornane-2,2'-[2H]benzo[H]chromene]